CC1=CC=CC(=N1)OCC12CCOC(C1)C2 5-(((6-methylpyridin-2-yl)oxy)methyl)-2-oxabicyclo[3.1.1]heptan